C(CCCCC([2H])([2H])[2H])OC1=NSN=C1C=1CN(CCC1)C([2H])([2H])[2H] 3-((hexyl-6,6,6-d3)oxy)-4-(1-(methyl-d3)-1,2,5,6-tetrahydropyridin-3-yl)-1,2,5-thiadiazole